COC(=O)C1CC(C1)O (1s,3s)-3-hydroxycyclobutane-1-carboxylic acid